C(C)(=O)C1=NN(C2=CC=C(C=C12)C=1C=NC(=NC1)C)CC(=O)N[C@@H](C(=O)NC1=NC(=CC=C1)Br)CC (R)-2-(2-(3-acetyl-5-(2-methylpyrimidin-5-yl)-1H-indazol-1-yl)acetamido)-N-(6-bromopyridin-2-yl)butanamide